OC1=C(N(S(C2=C1C=CC=C2)(=O)=O)C)C(=O)NC2=NC=CC=C2 4-hydroxy-2-methyl-N-(2-pyridinyl)-2H-1,2-benzothiazine-3-carboxamide-1,1-dioxide